COC(=O)[C@H]1[C@H](CC=CC1)C(=O)O cis-4-cyclohexene-1,2-dicarboxylic acid methyl ester